ethyl 4-[4-[(4-methylpiperazin-1-yl)methyl]anilino]-2-methylsulfanyl-pyrimidine-5-carboxylate CN1CCN(CC1)CC1=CC=C(NC2=NC(=NC=C2C(=O)OCC)SC)C=C1